ClC1=C(C=C2CCN(CC2=C1)C)NC1=NC=C(C(=N1)C1=CC2=C(C(N(CCS2(=O)=O)CC)=O)S1)C(F)(F)F 7-(2-((7-chloro-2-methyl-1,2,3,4-tetrahydroisoquinolin-6-yl)amino)-5-(trifluoromethyl)pyrimidin-4-yl)-4-ethyl-3,4-dihydrothieno[2,3-f][1,4]thiazepin-5(2H)-one 1,1-dioxide